2-stearoyl-sn-glycerol C(CCCCCCCCCCCCCCCCC)(=O)OC(CO)CO